C(C)N1N=C(C(=C1)N1C(N(C=2C=NC=3C=C(C(=CC3C21)C=2C=NN(C2)C)OC)C)=O)C 1-(1-Ethyl-3-methyl-1H-pyrazol-4-yl)-7-methoxy-3-methyl-8-(1-methyl-1H-pyrazol-4-yl)-1,3-dihydro-imidazo[4,5-c]quinolin-2-one